[Cu].NC=1SC(=NN1)C 2-amino-5-methyl-1,3,4-thiadiazole copper